BrC1=CC=CC=2N=COC21 7-bromobenzo[d]oxazole